N1-(((1s,3R,5S,7s)-4-fluoroadamantan-1-yl)methyl)pentane-1,5-diaminium chloride [Cl-].FC1[C@H]2CC3(CC(C[C@H]1C3)C2)C[NH2+]CCCCC[NH3+].[Cl-]